N-(1-methylpiperidin-4-yl)-2-morpholino-7-(3-(pyrrolidin-1-yl)propyl)-7H-pyrrolo[2,3-d]pyrimidin-4-amine CN1CCC(CC1)NC=1C2=C(N=C(N1)N1CCOCC1)N(C=C2)CCCN2CCCC2